(S)-N-(3-cyanophenyl)-5-(4-(4-fluoropyrazolo[1,5-a]pyridin-2-yl)-1,4,6,7-tetrahydro-5H-imidazo[4,5-c]pyridin-5-yl)pyrazine-2-carboxamide C(#N)C=1C=C(C=CC1)NC(=O)C1=NC=C(N=C1)N1[C@@H](C2=C(CC1)NC=N2)C2=NN1C(C(=CC=C1)F)=C2